2-hydroxy-3-(tetrahydro-2H-pyran-4-yl)cyclohepta-2,4,6-trien-1-one OC=1C(C=CC=CC1C1CCOCC1)=O